O[C@@H](CC(=O)[O-])CC R-3-hydroxyvalerat